BrC1=CC(=C(N)C(=C1)I)I 4-bromo-2,6-diiodoaniline